OC1=C(C=CC=2SC=CC21)C2=C(N=C(N=N2)N[C@H]2[C@@H](COCC2)O)C (3S,4R)-4-((6-(4-hydroxybenzo[b]thiophen-5-yl)-5-methyl-1,2,4-triazin-3-yl)amino)tetrahydro-2H-pyran-3-ol